ClC1=C(C(=C(N=N1)S(=O)(=NC)C1=C(C(=CC=C1)C1CC1)F)C(=O)NCC(F)(F)C1=C(C=C(C=C1)C)Cl)C 6-chloro-N-[2-(2-chloro-4-methylphenyl)-2,2-difluoroethyl]-3-[S-(3-cyclopropyl-2-fluorophenyl)-N-methylsulfonimidoyl]-5-methylpyridazine-4-carboxamide